N1=CC=C(C=C1)NC1=CC=C(N=N1)C(=O)N 6-[(pyridin-4-yl)amino]pyridazine-3-carboxamide